BrC=1C=C(C(=NC1)[N+](=O)[O-])NCC(C(=O)OCC)(C)C=O ethyl 3-((5-bromo-2-nitropyridin-3-yl)amino)-2-formyl-2-methylpropanoate